(5-bromo-3-chloropyridin-2-yl)-5,5-dimethyl-4,5-dihydro-oxazole BrC=1C=C(C(=NC1)C=1OC(CN1)(C)C)Cl